(R)-N-(3-(1-hydroxyethyl)phenyl)isoquinoline-3-carboxamide O[C@H](C)C=1C=C(C=CC1)NC(=O)C=1N=CC2=CC=CC=C2C1